1-[[4-[2-(2-amino-3-pyridyl)-5-phenyl-imidazo[4,5-b]pyridin-3-yl]phenyl]carbamoyl]pyrrolidine-3-carboxylic acid NC1=NC=CC=C1C1=NC=2C(=NC(=CC2)C2=CC=CC=C2)N1C1=CC=C(C=C1)NC(=O)N1CC(CC1)C(=O)O